3-methyl-3-methylsulfanyl-1-butanol CC(CCO)(C)SC